di(tert-butyl-cyclohexyl) peroxydicarbonate C(=O)(OC1(CCCCC1)C(C)(C)C)OOC(=O)OC1(CCCCC1)C(C)(C)C